ClC1=C2C(=NN(C2=C(C=C1)C=1C(=NC=2C=CC(NC2C1)=O)C(CC1=CC(=CC(=C1)F)F)NC(OC(C)(C)C)=O)C)NS(=O)(=O)C tert-butyl (1-(3-(4-chloro-1-methyl-3-(methylsulfonamido)-1H-indazol-7-yl)-6-oxo-5,6-dihydro-1,5-naphthyridin-2-yl)-2-(3,5-difluorophenyl)ethyl)carbamate